C1(CC1)NCC1=C(C=C2C(C3=C(N(C2=C1)C1=CC=C(C=C1)C(F)(F)F)CN1C(C2=C(C=C13)[C@@](C(OC2)=O)(O)CC)=O)=O)F (S)-9-((cyclopropylamino)methyl)-4-ethyl-8-fluoro-4-hydroxy-11-(4-(trifluoromethyl)phenyl)-1,12-dihydro-14H-pyrano[3',4':6,7]indolizino[2,1-b]quinoline-3,6,14(4H,11H)-trione